O=C1C2(CCN(C2)C(=O)C=2C=C(C=CC2)NC(C)=O)CCC(N1)=O N-(3-(6,8-dioxo-2,7-diazaspiro[4.5]decane-2-carbonyl)phenyl)acetamide